4-(6-formyl-4-methyl-1-oxo-isoindolin-2-yl)-N-(3-methoxy-4-methyl-phenyl)cyclohexanecarboxamide C(=O)C1=CC(=C2CN(C(C2=C1)=O)C1CCC(CC1)C(=O)NC1=CC(=C(C=C1)C)OC)C